4-((10-ethynylanthracen-9-yl)ethynyl)-2,5-bis(hexyloxy)benzaldehyde C(#C)C1=C2C=CC=CC2=C(C2=CC=CC=C12)C#CC1=CC(=C(C=O)C=C1OCCCCCC)OCCCCCC